2-tert-butylhydroxyanisole tert-butyl-6'-chloro-2'-[(4-methoxyphenyl)methyl]-3'-oxo-spiro[2,3-dihydropyridine-4,1'-isoindoline]-1-carboxylate C(C)(C)(C)OC(=O)N1CCC2(N(C(C3=CC=C(C=C23)Cl)=O)CC2=CC=C(C=C2)OC)C=C1.C(C)(C)(C)C1=C(C=CC=C1O)OC